iron aluminum cobalt [Co].[Al].[Fe]